BrC=1C=CC=C2CC(N(CC12)C(=O)OC)(C)C methyl 8-bromo-3,3-dimethyl-3,4-dihydroisoquinoline-2(1H)-carboxylate